nonyl-benzene C(CCCCCCCC)C1=CC=CC=C1